4-[4-Cyano-3-hydroxy-6-(2-methyl-3-trifluoromethyl-phenyl)-pyridin-2-yl]-4-oxo-butyric acid C(#N)C1=C(C(=NC(=C1)C1=C(C(=CC=C1)C(F)(F)F)C)C(CCC(=O)O)=O)O